Thiazole-4-benzoic acid S1C=NC(=C1)C1=CC=CC=C1C(=O)O